N-hexadecyl-2-(3-methoxy-4-tetrahydropyranyloxyphenyl)-3,5,7-tri-tetrahydropyranyloxy-quinolin-4-one C(CCCCCCCCCCCCCCC)N1C(=C(C(C2=C(C=C(C=C12)OC1OCCCC1)OC1OCCCC1)=O)OC1OCCCC1)C1=CC(=C(C=C1)OC1OCCCC1)OC